ClC=1C=NN(C(C1Cl)=O)CC(=O)NC1=C(C(=C(C=C1)C)S(=O)(=O)N1CCN(CCC1)C)C 2-(4,5-dichloro-6-oxo-pyridazin-1-yl)-N-[2,4-dimethyl-3-[(4-methyl-1,4-diazepan-1-yl)sulfonyl]phenyl]acetamide